2-(prop-2-enamido)acetic acid C(C=C)(=O)NCC(=O)O